C1(=CC(=CC=C1)C(C)(C)NC(OC1CN2CCC1CC2)=O)C2=CC=CC=C2 1-azabicyclo[2.2.2]Oct-3-yl [2-(biphenyl-3-yl) propan-2-yl]Carbamate